C(CCCCCCCCCCCCC)(=O)N[C@@H](CC(=O)[O-])C(=O)[O-].[K+].[K+] dipotassium N-myristoyl-L-aspartate